ethyl 2,4-dioxo-1,2,3,4-tetrahydropyrrolo[2,1-f][1,2,4]triazine-6-carboxylate O=C1NN2C(C(N1)=O)=CC(=C2)C(=O)OCC